trans-1,4-bis(aminomethyl)cyclohexane NC[C@@H]1CC[C@H](CC1)CN